C(C)(C)C=1N(N=C2C=CC(=CC12)C1=NC(=NC=C1)C1(CC=C2C(=NC=NC2=C1)N)N)C 7-(4-(3-isopropyl-2-methyl-2H-indazol-5-yl)pyrimidin-2-yl)quinazoline-4,7-diamine